C(C)(C)(C)C1=CC=C(C=C1)[C@H](C)NC(=O)O[C@@H](C(=O)OC(C)C)CN1N=CN=C1 Propan-2-yl (2R)-2-({[(1S)-1-(4-tert-butylphenyl)ethyl]carbamoyl}oxy)-3-(1H-1,2,4-triazol-1-yl)propanoate